7-chloro-N-[(1R)-2-[[(1S)-1-cyano-2-[(3S)-2-oxo-3-piperidyl]ethyl]amino]-1-(cyclopropylmethyl)-2-oxo-ethyl]-1H-indole-2-carboxamide ClC=1C=CC=C2C=C(NC12)C(=O)N[C@@H](C(=O)N[C@@H](C[C@H]1C(NCCC1)=O)C#N)CC1CC1